C(C)(C)(C)OC(=O)NCCCC[C@H](C)NC1=C(C(=O)O)C=CC=C1[N+](=O)[O-] (S)-2-((6-((tert-butoxycarbonyl)amino)hexan-2-yl)amino)-3-nitrobenzoic acid